BrC1=CC(=C2C(=NN(C2=C1)C1OCCCC1)C1=CC=C(C=C1)O)[O] (6-bromo-(4-hydroxyphenyl)-1-(tetrahydro-2H-pyran-2-yl)-1H-indazol-4-yl)oxygen